OCCOC=1C(=C(C2=CC=CC(=C2C1)C1=CC=CC2=CC=CC=C12)C1=CC=CC2=C(C=CC=C12)C1=CC=CC2=CC=CC=C12)OCCO bis(2-hydroxyethoxy)-5,5'-bis(1-naphthyl)-1,1'-binaphthyl